C1(CCC1)CN[C@H]1CN(CCC1)C1=CC(N(C=C1)CC=1N=NN(C1)C=1C=NC=C(C1)OC)=O 4-[(3R)-3-(cyclobutylmethylamino)-1-piperidyl]-1-[[1-(5-methoxy-3-pyridyl)triazol-4-yl]methyl]pyridin-2-one